ClC[C@@H]1CN(C=2C=C(C3=C(C12)C=CC=C3)O)C(CCCCCC(=O)NC=3C=C(N(C3)C)C(=O)NC3=CC=C(C=C3)C=3C=C(N(C3)C)C(=O)OC)=O Methyl (S)-4-(4-(4-(7-(1-(chloromethyl)-5-hydroxy-1,2-dihydro-3H-benzo[e]indol-3-yl)-7-oxoheptanamido)-1-methyl-1H-pyrrole-2-carboxamido)phenyl)-1-methyl-1H-pyrrole-2-carboxylate